(5E,9e)-6-(hydroxymethyl)-10,14-dimethylpentadec-5,9,13-trien-2-one OC/C(=C/CCC(C)=O)/CC\C=C(\CCC=C(C)C)/C